C(C)N1N=C(C(=CC1=O)C1=CC=C(C=C1)OC)C1=CC(=C(C=C1)OC)F 2-ethyl-6-(3-fluoro-4-methoxyphenyl)-5-(4-methoxyphenyl)-3(2H)-pyridazinone